C(CCC)OC([C@@H](O)C)=O.ClC=1C=NC(=NC1)OC1=C(C=CC=C1)C1=NOC(=C1)C(F)F 5-Chloro-2-[2-[5-(difluoromethyl)-3-isoxazolyl]phenoxy]pyrimidine (S)-butyl-lactate